(6-(1-(4-(difluoromethoxy) phenyl)-7-ethoxy-2-oxo-1,2-dihydro-1,8-naphthyridin-3-yl)-1-methyl-1H-benzo[d]imidazol-2-yl) methylethyl-sulfonate CC(C)S(=O)(=O)OC1=NC2=C(N1C)C=C(C=C2)C=2C(N(C1=NC(=CC=C1C2)OCC)C2=CC=C(C=C2)OC(F)F)=O